4-(4-chloro-3-fluorophenyl)-4-methylpiperidin-2-one ClC1=C(C=C(C=C1)C1(CC(NCC1)=O)C)F